C(#N)C1=NC2=CC(=CC(=C2N=C1N1C(CC1)C(F)(F)F)[C@@H](C)NC1=C(C(=O)O)C=CC=C1)C 2-(((1R)-1-(2-cyano-7-methyl-3-(2-(trifluoromethyl)azetidin-1-yl)quinoxalin-5-yl)ethyl)amino)benzoic acid